(6aR,7R,10aS)-2-(2-cyclopropylpyridin-4-yl)-4-(2-fluorophenyl)-7-methyl-8-oxo-10a-propyl-5,6,6a,7,8,10a-hexahydrobenzo[h]quinazoline-9-carbonitrile C1(CC1)C1=NC=CC(=C1)C1=NC=2[C@]3([C@H](CCC2C(=N1)C1=C(C=CC=C1)F)[C@H](C(C(=C3)C#N)=O)C)CCC